2-pyridylacetonitrile N1=C(C=CC=C1)CC#N